3-((5-(1-(2-fluoroethyl)-1H-benzo[d]imidazol-6-yl)-4-methoxypyrrolo[2,1-f][1,2,4]triazin-2-yl)amino)-2,2-dimethylpropanenitrile FCCN1C=NC2=C1C=C(C=C2)C=2C=CN1N=C(N=C(C12)OC)NCC(C#N)(C)C